[Al].[Sc].FC=1C=C(CC2CNCC2)C=CC1F 3-(3,4-difluorobenzyl)pyrrolidine scandium-aluminium